FC1=CC=CC(=N1)C1=NC2=CC(=NC=C2C=C1)CC(=O)NC1=CC=C2CCN(C2=C1)S(=O)(=O)C 2-(2-(6-fluoropyridin-2-yl)-1,6-naphthyridin-7-yl)-N-(1-(methylsulfonyl)indolin-6-yl)acetamide